C1=CC=C2C(=C1)C(C3=CC=CC=C32)COC(=O)N[C@@H](CC4=CC=C(S4)Br)C(=O)O Fmoc-L-2-(5-bromothienyl)alanine